IC1=CN(C2=CC=C(C=C12)C1=NN(C=N1)CC1CN(C1)C(=O)OC(C)(C)C)CCOC tert-butyl 3-((3-(3-iodo-1-(2-methoxyethyl)-1H-indol-5-yl)-1H-1,2,4-triazol-1-yl)methyl)-azetidine-1-carboxylate